COC(=O)C=1C=NC(=C(C1)C1=CC=2N(C=C1)C(=NC2)C(N)=O)C(F)(F)F 5-(3-carbamoyl-imidazo[1,5-a]pyridin-7-yl)-6-(trifluoromethyl)pyridine-3-carboxylic acid methyl ester